FC(C=1C(=C(C=CC1)[C@@H](C)NC=1C2=C(N=CN1)N(C(C(=C2)C=2CCS(CC2)(=O)=NC)=O)C)F)F 4-(((R)-1-(3-(difluoromethyl)-2-fluorophenyl)ethyl)amino)-8-methyl-6-(1-(methylimino)-1-oxido-1,2,3,6-tetrahydro-1λ6-thiopyran-4-yl)pyrido[2,3-d]pyrimidin-7(8H)-one